FC1=C(C=C(C(=C1[C@H](CC(=O)O)NC(C(CC(C)C)C1=NC=C(C(=C1)CCN1CC(C1)F)C)=O)F)C)C1=C(C=CC=C1C)C (3S)-3-(2,4-difluoro-2',5,6'-trimethyl-[1,1'-biphenyl]-3-yl)-3-(2-(4-(2-(3-fluoroazetidin-1-yl)ethyl)-5-methylpyridin-2-yl)-4-methylpentanamido)propanoic acid